6-(1-methylbenzimidazol-4-yl)-3-(4-morpholinoanilino)-5-[[rel-(1S,2S)-2-methylcyclopropyl]amino]pyrazine-2-carboxamide CN1C=NC2=C1C=CC=C2C2=C(N=C(C(=N2)C(=O)N)NC2=CC=C(C=C2)N2CCOCC2)N[C@@H]2[C@H](C2)C |o1:33,34|